C1(CCC1)C=1C=C(C(=O)NC2=C(C=C(C(=C2)C=2C=NC(=C(C2)N2CCOCC2)C#C)C)F)C=CN1 2-cyclobutyl-N-(5-(6-ethynyl-5-morpholinopyridin-3-yl)-2-fluoro-4-methylphenyl)isonicotinamide